magnesium D-aspartate N[C@H](CC(=O)[O-])C(=O)[O-].[Mg+2]